di(2-ethylhexyl) methyldiphosphonate lead [Pb].CP(=O)(OCC(CCCC)CC)OP(=O)OCC(CCCC)CC